C(C)(=O)C=1C=C2C(=CC1)OCCC21CC1 6-acetyl-2,3-dihydrospiro[chromene-4,1'-cyclopropane]